C(OC)OC1=C(C(=CC=C1)F)C1=C(C=2N=CN=CC2C=N1)F 7-(2-(2-oxapropoxy)-6-fluorophenyl)-8-fluoropyrido[4,3-d]pyrimidine